(7R)-8-[2-(dimethylamino)ethyl]-7-(methoxymethyl)-2-(2-methylthiazol-5-yl)-N-[(3R)-2,3,4,9-tetrahydro-1H-carbazol-3-yl]-6,7-dihydropyrimido[5,4-b][1,4]oxazin-4-amine CN(CCN1C2=C(OC[C@H]1COC)C(=NC(=N2)C2=CN=C(S2)C)N[C@@H]2CCC=1NC3=CC=CC=C3C1C2)C